C(C)(C)(C)OC(=O)N1C[C@@H]2NCC[C@@H]2C1 (3ar,6ar)-hexahydropyrrolo[3,4-b]pyrrole-5(1H)-carboxylic acid tert-butyl ester